[C@H](C)(CC)[C@@H]1N(CC2=C(NC1=O)C=CC=C2)C(=O)C2=CNC(C=C2)=O (S)-3-((S)-sec-butyl)-4-(6-oxo-1,6-dihydropyridine-3-carbonyl)-1,3,4,5-tetrahydro-2H-benzo[e][1,4]diazepin-2-one